n-octyltin dilaurate C(CCCCCCCCCCC)(=O)[O-].C(CCCCCCCCCCC)(=O)[O-].C(CCCCCCC)[Sn+2]